1-(2-methylpropyl)-4-[4-(4,4,5,5-tetramethyl-1,3,2-dioxaborolan-2-yl)phenyl]piperazine chromium periodate I(=O)(=O)(=O)[O-].[Cr+3].CC(CN1CCN(CC1)C1=CC=C(C=C1)B1OC(C(O1)(C)C)(C)C)C.I(=O)(=O)(=O)[O-].I(=O)(=O)(=O)[O-]